ClC=1C=C(C=CC1F)NC1=NC=NC2=CC(=C(C=C12)O[C@@H]1COCC1)O 4-[(3-chloro-4-fluoro-phenyl)amino]-6-((S)-tetrahydrofuran-3-yloxy)-7-hydroxy-quinazoline